2,5-diaminohydroquinone hydrochloride Cl.NC1=C(O)C=C(C(=C1)O)N